N[C@H]1C2N(CC1CC2)C(=O)C=2C=NC=1N(C2)N=C(C1C)C1=CC=2C(=NC(=CC2)Cl)N1CC1CC1 ((7R)-7-Amino-2-azabicyclo[2.2.1]heptan-2-yl)(2-(6-chloro-1-(cyclopropylmethyl)-1H-pyrrolo[2,3-b]pyridin-2-yl)-3-methylpyrazolo[1,5-a]pyrimidin-6-yl)methanone